(3s,4R,5R)-4-fluoro-3,5-dimethylpiperidine FC1[C@H](CNC[C@H]1C)C